ClC=1N=C(C2=C(N1)C=C(O2)C=2C=NC=CC2)Cl 2,4-dichloro-6-(pyridin-3-yl)furo[3,2-d]pyrimidine